tert-Butyl 10-((5-fluoro-2-oxo-4-phenylpyridin-1(2H)-yl)methyl)-10-hydroxy-7-azaspiro[4.5]decane-7-carboxylate FC=1C(=CC(N(C1)CC1(CCN(CC12CCCC2)C(=O)OC(C)(C)C)O)=O)C2=CC=CC=C2